CN1C(=NN=C1C)C1=CC(=C(C=C1)NC=1N=CC2=C(N1)C(=NC(=C2)C)N2CC1(C2)CCOCC1)OC N-(4-(4,5-dimethyl-4H-1,2,4-triazol-3-yl)-2-methoxyphenyl)-6-methyl-8-(7-oxa-2-azaspiro[3.5]nonan-2-yl)pyrido[3,4-d]pyrimidin-2-amine